ClC1=CC=C(C=C1)C1=CC=C(S1)CC(=O)NC1=CC=C(C=C1)F 2-(5-(4-Chlorophenyl)thiophen-2-yl)-N-(4-fluorophenyl)acetamid